N-(3-(pyrrolidin-1-ylmethyl)-1,2,4-thiadiazol-5-yl)-5-(3-(trifluoromethoxy)phenyl)furan-3-carboxamide N1(CCCC1)CC1=NSC(=N1)NC(=O)C1=COC(=C1)C1=CC(=CC=C1)OC(F)(F)F